N(=[N+]=[N-])CCCCSC(C(=O)C1=CC=CC=C1)=C(SC)SC 2-((4-azidobutyl)thio)-3,3-bis(methylthio)-1-phenylprop-2-en-1-one